N-[(1R,3S)-3-(7,7-dioxo-6,8-dihydro-5H-[1,2,4]triazolo[3,4-c][1,4]thiazin-3-yl)cyclohexyl]-4-(oxetan-3-yloxy)-5-(trifluoromethyl)pyrimidin-2-amine O=S1(CC=2N(CC1)C(=NN2)[C@@H]2C[C@@H](CCC2)NC2=NC=C(C(=N2)OC2COC2)C(F)(F)F)=O